FC(CN(C(OC(C)(C)C)=O)CCC1=CN(C2=CC=CC(=C12)O)C)F tert-butyl (2,2-difluoroethyl)(2-(4-hydroxy-1-methyl-1H-indol-3-yl)ethyl)carbamate